BrC1=CC=C(C(=N1)C(=O)N)NC1=CC2=C(N(C(O2)=O)C)C=C1 6-bromo-3-((3-methyl-2-oxo-2,3-dihydrobenzo[d]oxazol-6-yl)amino)pyridinecarboxamide